ClC=1C(=NC=CN1)C(\C=C\N(C)C)=O (E)-1-(3-Chloropyrazin-2-yl)-3-(dimethylamino)prop-2-en-1-one